C(C1=CC=CC=C1)C=1[C@@H]2C=C([C@](C1)(C[C@]2(C)OC)C)CC(C)C (1S,4S,8S)-5-benzyl-2-isobutyl-8-methoxy-1,8-dimethylbicyclo[2.2.2]octa-2,5-diene